4-((6-bromo-4-(((2S,6R)-2,6-dimethylmorpholino)methyl)pyridin-2-yl)amino)bicyclo[2.2.1]heptane BrC1=CC(=CC(=N1)NC12CCC(CC1)C2)CN2C[C@@H](O[C@@H](C2)C)C